ClC=1C=C(C=CC1C(=O)N1CCN(CC1)C(=O)C1CCNCC1)NC(=O)C=1N(C(=CN1)C=1C(=NC(=CC1)N(C)C)C)C N-[3-chloro-4-[4-(piperidine-4-carbonyl)piperazine-1-carbonyl]phenyl]-5-[6-(dimethylamino)-2-methyl-3-pyridyl]-1-methyl-imidazole-2-carboxamide